1H-1,2,3-triazol-4-yl-benzaldehyde N1N=NC(=C1)C1=C(C=O)C=CC=C1